COC1=CC=C2C(=CC=NC2=C1)OC1=CC=C(C=C1)S(=O)(N)=NCCOC=1C=NC=CC1 4-((7-methoxyquinolin-4-yl)oxy)-N'-(2-(pyridin-3-yloxy)ethyl)benzenesulfonimidamide